tert-Butyl (1R,5S)-3-((R or S)-6-chloro-2-(4-(dimethylamino) piperidin-1-yl)-8-fluoro-7-(3-hydroxynaphthalen-1-yl)quinazolin-4-yl)-3,8-diazabicyclo[3.2.1]octane-8-carboxylate ClC=1C=C2C(=NC(=NC2=C(C1C1=CC(=CC2=CC=CC=C12)O)F)N1CCC(CC1)N(C)C)N1C[C@H]2CC[C@@H](C1)N2C(=O)OC(C)(C)C